CN(N(C)C)C(=O)O[C@H]1C[C@H](CC1)C1=CC(=NN1)NC(COC1=C(C(=CC(=C1)OC)OCC1=CC=CC=C1)C=O)=O (1R,3S)-3-(3-(2-(3-(benzyloxy)-2-formyl-5-methoxyphenoxy)acetamido)-1H-pyrazol-5-yl)cyclopentyl 1,2,2-trimethylhydrazine-1-carboxylate